The molecule is an (omega-1)-hydroxy fatty acid that is (11R)-11-hydroxylauric acid in which the 3-pro-R hydrogen is replaced by a hydroxy group. It is an (omega-1)-hydroxy fatty acid, a 3-hydroxy carboxylic acid, a dihydroxy monocarboxylic acid and a medium-chain fatty acid. It derives from an (11R)-11-hydroxylauric acid. C[C@H](CCCCCCC[C@H](CC(=O)O)O)O